2-[4'-(9H-carbazol-9-yl)-1,1'-biphenyl-3-yl]-4-(dibenzofuran-3-yl)-6-Phenyl-1,3,5-triazine C1=CC=CC=2C3=CC=CC=C3N(C12)C1=CC=C(C=C1)C1=CC(=CC=C1)C1=NC(=NC(=N1)C=1C=CC2=C(OC3=C2C=CC=C3)C1)C1=CC=CC=C1